2-cyclopentyl-4-(6-fluoro-2-(3-methyl-5-(trifluoromethyl)phenyl)-2H-pyrazolo[4,3-b]pyridin-7-yl)benzoic acid C1(CCCC1)C1=C(C(=O)O)C=CC(=C1)C=1C=2C(N=CC1F)=CN(N2)C2=CC(=CC(=C2)C(F)(F)F)C